2,5-diazepine C=1NC=CN=CC1